C(C1=CC=CC=C1)OC1=C(C(=CC=C1)Br)C1OCCO1 2-(2-(benzyloxy)-6-bromophenyl)-1,3-dioxolane